(S)-1-(3,4-difluorophenyl)-3-cyano-propane-1-ol FC=1C=C(C=CC1F)[C@H](CCC#N)O